BrC=1C=CC=2C3=C(C=[N+](C2C1)[O-])N=C(N3)CC3CN(CC3)C(=O)OC(C)(C)C 7-bromo-2-([1-[(tert-butoxy)carbonyl]pyrrolidin-3-yl]methyl)-1H-imidazo[4,5-c]quinolin-5-ium-5-olate